CC1=C(SC(=C1)C1=NO[C@](C1)(C(F)(F)F)C1=C(C(=CC(=C1)C(F)(F)F)Cl)F)C(=O)NCC(NCC(F)(F)F)=O |o1:9| 3-methyl-N-[2-oxo-2-(2,2,2-trifluoroethylamino)ethyl]-5-[(5S or R)-5-[3-chloro-2-fluoro-5-(trifluoromethyl)phenyl]-5-(trifluoromethyl)-4H-isoxazol-3-yl]thiophene-2-carboxamide